1-[(2-{6,6-Difluoro-3-azabicyclo[3.1.0]hex-3-yl}-4-methylpyrimidin-5-yl)methyl]-N-[(4R)-1-methyl-1H,4H,5H,6H-cyclopenta[d]imidazol-4-yl]-1H-pyrazole-4-carboxamide FC1(C2CN(CC12)C1=NC=C(C(=N1)C)CN1N=CC(=C1)C(=O)N[C@@H]1CCC=2N(C=NC21)C)F